6-bromo-3-fluoro-1-(2,2,2-trifluoroethyl)pyrazolo[4,3-b]pyridine BrC=1C=C2C(=NC1)C(=NN2CC(F)(F)F)F